CC1(CC(=C(CC1)CN1CCNCC1)C=1SC=CC1)C 4-((4,4-dimethyl-2-(thiophen-2-yl)cyclohex-1-en-1-yl)methyl)piperazine